ClC1=CC=C(C=C1)C=1C(=NOC1)C(=O)NN=CC1=CC=C(C=C1)OC1=CC=C(C=C1)C=1OC=CC1 (4-chlorophenyl)-N'-(4-(4-(furan-2-yl)phenoxy)benzylidene)isoxazole-3-carboxylic acid hydrazide